C(C)(=O)O.C(C)(=O)O.C(C)(=O)O.C(CC)(=O)N[C@H]1C(O)O[C@@H]([C@@H]([C@@H]1O)O)CO N-propionyl-galactosamine triacetate